5-(chloromethyl)-5-methyl-3-(((perfluorophenoxy)methyl)thio)-4,5-dihydroisoxazole ClCC1(CC(=NO1)SCOC1=C(C(=C(C(=C1F)F)F)F)F)C